3-methyl-N-(7-methyl-[1,2,4]triazolo[1,5-a]pyridin-6-yl)-1-((tetrahydrofuran-2-yl)methyl)-1H-pyrazolo[3,4-d]pyrimidin-6-amine CC1=NN(C2=NC(=NC=C21)NC=2C(=CC=1N(C2)N=CN1)C)CC1OCCC1